N1CCC(CC1)N1N=CC(=C1)C1=CC(=C(C=C1)NC1=NC=C(C(=N1)NC1=C(C(=O)NC)C=CC=C1)C(F)(F)F)OC 2-{[2-({4-[1-(hexahydropyridine-4-yl)pyrazol-4-yl]-2-methoxyphenyl}amino)-5-(trifluoromethyl)pyrimidin-4-yl]amino}-N-methylbenzamide